6-Bromo-5-chloro-2,3-dihydro-spiro[indene-1,2'-[1,3]dithiolane] BrC1=C(C=C2CCC3(SCCS3)C2=C1)Cl